2-(2,6-dichlorophenyl)-4,4,5,5-tetramethyl-1,3,2-dioxaborolane ClC1=C(C(=CC=C1)Cl)B1OC(C(O1)(C)C)(C)C